ClC=1C(=C(C=CC1)C1=NC(=CC=C1C(C)O)N1C=NC2=C1C=C(C(=C2)OC)OC)F 1-(2-(3-Chloro-2-fluorophenyl)-6-(5,6-dimethoxy-1H-benzo[d]imidazol-1-yl)pyridin-3-yl)ethan-1-ol